CC(C)(CCC[C@@H](C)[C@H]1CC[C@H]2/C(/CCC[C@]12C)=C/CN1N=NC(=C1)C1=NC=CC=C1)O (R)-2-Methyl-6-[(1R,3aS,7aR,E)-7a-methyl-4-{2-[4-(pyridin-2-yl)-1H-1,2,3-triazol-1-yl]ethylidene}octahydro-1H-inden-1-yl]heptan-2-ol